OCCCC(C(=O)[O-])=O 5-Hydroxy-2-oxopentanoate